4-((tert-butyldimethylsilyl)oxy)-1-(2-((2-(methoxycarbonyl)-4-methylthiophen-3-yl)amino)-2-oxoethyl)-1-(2-((4-methylisoxazol-3-yl)amino)-2-oxoethyl)piperidin-1-ium formate C(=O)[O-].[Si](C)(C)(C(C)(C)C)OC1CC[N+](CC1)(CC(=O)NC1=NOC=C1C)CC(=O)NC1=C(SC=C1C)C(=O)OC